[Mg].O[C] hydroxyCarbon magnesium